C(C)(C)(C)OC(C=CC1=CC=C(C=C1)C1=CC(=C(C=C1)OCCCC(NCCSSCCNC(C(CC1=CC(=C(C=C1)O)Br)=NO)=O)=O)C12CC3CC(CC(C1)C3)C2)=O 3-(3'-Adamantan-1-yl-4'-[3-(2-(2-[3-(3-bromo-4-hydroxy-phenyl)-2-hydroxyimino-propionylamino]-ethyldisulfanyl)-ethylcarbamoyl)-propoxy]-biphenyl-4-yl)-acrylic acid tert-butyl ester